(3-bromomethyl-phenyl)-2-methyl-2H-tetrazole BrCC=1C=C(C=CC1)C=1N=NN(N1)C